(R)-N-(4-(N-(1-(1-acetylpiperidin-4-yl)ethyl)sulfamoyl)-2-methylphenyl)-2-methylbenzamide C(C)(=O)N1CCC(CC1)[C@@H](C)NS(=O)(=O)C1=CC(=C(C=C1)NC(C1=C(C=CC=C1)C)=O)C